O=C1NC(CCC1N1C(C2=CC=CC(=C2C1=O)NCC(CC=1C(=NC=CC1)C(=O)N)(C)C)=O)=O (3-((2-(2,6-dioxopiperidin-3-yl)-1,3-dioxoisoindolin-4-yl)amino)-2,2-dimethylpropyl)picolinamide